aminocyclopentanic acid NC1(CCCC1)C(=O)O